bis-triethylamine Lithium [Li].C(C)N(CC)CC.C(C)N(CC)CC